CC1=C(C=CC(=C1)[N+](=O)[O-])SCCCNC(OC(C)(C)C)=O tert-butyl (3-((2-methyl-4-nitrophenyl)thio)propyl)carbamate